C(CCCC\C=C/C\C=C/C\C=C/CCCCC)(=O)OCC ethyl gamma-linolenate